FC1=C(C=C(C=C1)F)[C@H]1OC[C@@H](C([C@@H]1N)COC)N1CC2=NN(C=C2C1)S(=O)(=O)C (2R,3S,5R)-2-(2,5-difluorophenyl)-4-(methoxymethyl)-5-(2-methylsulfonyl-4,6-dihydropyrrolo[3,4-c]pyrazol-5-yl)tetrahydropyran-3-amine